N-(2-((R)-9-(pyridin-2-yl)-6-oxaspiro[4.5]decan-9-yl)ethyl)-2-trifluoromethyl-1,2,5,6-tetrahydro-4H-pyrrolo[3,2,1-ij]quinolin-6-amine N1=C(C=CC=C1)[C@@]1(CCOC2(CCCC2)C1)CCNC1CCN2C3=C(C=CC=C13)CC2C(F)(F)F